2,3-bis(trifluoromethyl)-phenylacetic acid FC(C1=C(C=CC=C1C(F)(F)F)CC(=O)O)(F)F